C(CC)N=CC1=CC=CC=C1 N-propylbenzyleneamine